COC(=O)C=1C=NC2=CC=C(C=C2C1)Cl 6-chloroquinoline-3-carboxylic acid methyl ester